FC1=C(CO[C@@H]2C[C@H](C2)C(=O)NCC2=C(C(=C(C=C2)C(F)(F)F)C=2NC(C=C(N2)CC)=O)F)C=CC(=C1)F trans-3-[(2,4-difluorobenzyl)oxy]-N-[3-(4-ethyl-6-oxo-1,6-dihydropyrimidin-2-yl)-2-fluoro-4-(trifluoromethyl)benzyl]cyclobutane-1-carboxamide